N-(2-fluoro-5-(3-fluoro-8-morpholinoimidazo[1,2-a]pyridin-6-yl)-4-methylphenyl)-3-(2,2,2-trifluoroethyl)-2,5-dihydro-1H-pyrrole-1-carboxamide FC1=C(C=C(C(=C1)C)C=1C=C(C=2N(C1)C(=CN2)F)N2CCOCC2)NC(=O)N2CC(=CC2)CC(F)(F)F